phenylpropione C1(=CC=CC=C1)CCC(CC)=O